2-((7-fluoro-4-methyl-3-oxo-3,4-dihydropyrido[2,3-b]pyrazin-6-yl)oxy)acetaldehyde FC1=CC2=C(N(C(C=N2)=O)C)N=C1OCC=O